hexyl-azobenzenethiol C(CCCCC)N=NC1=C(C=CC=C1)S